N-[2-(2-methoxy-5-nitro-phenoxy)ethyl]pyridine chloride [Cl-].COC1=C(OCCN2CC=CC=C2)C=C(C=C1)[N+](=O)[O-]